C(C1=CC=CC=C1)C1(CN(CC1)S(=O)(=O)C=1C=NN(C1)C)C=1C=C2C=NN(C2=CC1C(C)C)C1=CC=C(C=C1)F 5-(3-benzyl-1-((1-methyl-1H-pyrazol-4-yl)sulfonyl)pyrrolidin-3-yl)-1-(4-fluorophenyl)-6-isopropyl-1H-indazole